C1(CC1)C([C@@H](C(=O)NC1=NC(=C(C=C1)C=1C(=NNC1C(C([2H])([2H])[2H])([2H])[2H])C)F)NC(=O)C=1N(N=CC1)CC)C1CC1 N-[(1S)-1-(dicyclopropylmethyl)-2-[[6-fluoro-5-[3-methyl-5-(1,1,2,2,2-pentadeuterioethyl)-1H-pyrazol-4-yl]-2-pyridyl]amino]-2-oxo-ethyl]-2-ethyl-pyrazole-3-carboxamide